Cl.Cl.CC1=C(C2=C(N=N1)SC1=C2N=CN=C1N1[C@@H](C[C@@H](C1)OC1=CC(=NC=C1)C)C)C 3,4-dimethyl-8-[(2R,4S)-2-methyl-4-[(2-methyl-4-pyridyl)oxy]pyrrolidin-1-yl]pyrimido[4',5':4,5]thieno[2,3-c]pyridazine dihydrochloride